CC1(C=[N+](C2=CC=CC=C12)CCCCCCCC)C 3,3-dimethyl-1-octyl-3H-indolium